((S)-(2-Chloro-3-fluorophenyl)(1-fluorocyclopropyl)methoxy)-N-((R,E)-4-(methylsulfonyl)but-3-en-2-yl)pyrimidine-2-carboxamide ClC1=C(C=CC=C1F)[C@H](OC1=NC(=NC=C1)C(=O)N[C@H](C)\C=C\S(=O)(=O)C)C1(CC1)F